C1(CCCCC1)S(=O)(=O)N[C@H](C(=O)[O-])CC(C)C (S)-2-(cyclohexanesulfonylamino)-4-methylpentanoate